1-methyl-2-(chloromethyl)-5-hydroxypyridine-4-one CN1C(=CC(C(=C1)O)=O)CCl